C1(CC1)C1=C(C(=NO1)C1=C(C=CC=C1Cl)Cl)COC12CCC(CC1)(CC2)C2=NC1=C(N2)C=CC=C1 2-(4-((5-Cyclopropyl-3-(2,6-dichlorophenyl)isoxazol-4-yl)methoxy)bicyclo[2.2.2]octan-1-yl)-1H-benzo[d]imidazol